4-(4-(1-((5-(4-fluorophenoxy)pyridin-2-yl)amino)-1-oxopropan-2-yl)-2,2-dimethylpiperazine-1-carbonyl)pyrimidine 1-oxide FC1=CC=C(OC=2C=CC(=NC2)NC(C(C)N2CC(N(CC2)C(=O)C2=NC=[N+](C=C2)[O-])(C)C)=O)C=C1